(4-amino-2-{[6-(difluoromethoxy)pyridin-3-yl]amino}-1,3-thiazol-5-yl)(4-methoxyphenyl)methanone monobenzyl-phosphate C(C1=CC=CC=C1)OP(=O)(O)O.NC=1N=C(SC1C(=O)C1=CC=C(C=C1)OC)NC=1C=NC(=CC1)OC(F)F